(R)-N-(5-cyclopropyl-1,3,4-thiadiazol-2-yl)-2-(3,4-dicyanophenyl)-2-((S)-3,3-difluorocyclopentyl)acetamide C1(CC1)C1=NN=C(S1)NC([C@H]([C@@H]1CC(CC1)(F)F)C1=CC(=C(C=C1)C#N)C#N)=O